C1=C(C=CC=2SC3=CC=CC=C3NC12)C(=C)C1=CC(=C(C#N)C=C1)C 4-(1-(10H-phenothiazin-2-yl)vinyl)-2-methylbenzonitrile